ClCC(=O)C1=CC(=C(C=C1)F)F 2-chloro-1-(3,4-difluorophenyl)ethanone